[Ru](Cl)Cl.C1(=CC=CC=C1)C1=CC=NC2=C3N=CC=C(C3=CC=C12)C1=CC=CC=C1 (4,7-diphenyl-1,10-phenanthroline) ruthenium (II) dichloride